2-(2-methoxy-5-nitrophenyl)-3-methyl-1H-pyrrolo[2,3-c]pyridine COC1=C(C=C(C=C1)[N+](=O)[O-])C1=C(C=2C(=CN=CC2)N1)C